4-(5-bromo-2,3-difluorophenoxy)-2-fluoro-N-methoxy-N-methylbutanamide BrC=1C=C(C(=C(OCCC(C(=O)N(C)OC)F)C1)F)F